N-(bis(dimethylamino)methylene)-N-butyl-6-(4-(ethoxycarbonyl)phenoxy)hexan-1-aminium bromide [Br-].CN(C)C(=[N+](CCCCCCOC1=CC=C(C=C1)C(=O)OCC)CCCC)N(C)C